FC(C=1C(=NC(=NC1)NC1=CC(=C(C(=C1)OC)OC)OC)NC1=C(SC=C1)C(=O)O)(F)F 3-[5-trifluoromethyl-2-(3,4,5-trimethoxyphenylamino)-pyrimidin-4-ylamino]-thiophene-2-carboxylic acid